C(#N)C1=C(C=C(C=C1)NC(C(=C)C)=O)C(F)(F)F N-(4-cyano-3-trifluoromethylphenyl)methacrylamide